5-[5-[(1R)-1-(3,5-dichloro-2-methyl-4-pyridyl)ethoxy]-6-fluoro-1H-indazol-3-yl]-2-(2-methylsulfonyl-2,6-diazaspiro[3.3]heptan-6-yl)pyridine-3-carbonitrile ClC=1C(=NC=C(C1[C@@H](C)OC=1C=C2C(=NNC2=CC1F)C=1C=C(C(=NC1)N1CC2(CN(C2)S(=O)(=O)C)C1)C#N)Cl)C